N(C1=CC=CC=C1)C1=C(NC2=C1C(N(C=C2CC(F)F)C)=O)C2=CC(=NC=C2)NC(CC2=CC=C(C=C2)F)=O N-{4-[3-Anilino-7-(2,2-difluoroethyl)-5-methyl-4-oxo-4,5-dihydro-1H-pyrrolo[3,2-c]pyridin-2-yl]pyridin-2-yl}-2-(4-fluorophenyl)acetamid